CN1C(=NC=2N=CN(C(C12)=O)CCC)C=1C=NN(C1)C 7-methyl-8-(1-methyl-1H-pyrazol-4-yl)-1-propyl-1,7-dihydro-purin-6-one